1-fluoro-3-iodo-5-isothiocyanatobenzene FC1=CC(=CC(=C1)N=C=S)I